N1=CC(=CC=C1)C=1C=C2C=NC=NC2=CC1 6-(pyridin-3-yl)quinazoline